potassium gluconate, disodium salt [Na+].[Na+].O=C([C@H](O)[C@@H](O)[C@H](O)[C@H](O)CO)[O-].[K+].O=C([C@H](O)[C@@H](O)[C@H](O)[C@H](O)CO)[O-].O=C([C@H](O)[C@@H](O)[C@H](O)[C@H](O)CO)[O-]